4-((2-(4,4-dimethylpiperidin-1-yl)pyrimidin-5-yl)amino)adamantane-1-carboxamide CC1(CCN(CC1)C1=NC=C(C=N1)NC1C2CC3(CC(CC1C3)C2)C(=O)N)C